FC1(CN(CC=C1)C(=O)[O-])F 3,3-difluoro-2,6-dihydropyridine-1-carboxylate